COC=1C=C2CCN3C(C2=CC1C1=NN(C=C1)C)=C(N=C3C(=O)OCC)CC(F)(F)F ethyl 8-methoxy-9-(1-methyl-1H-pyrazol-3-yl)-1-(2,2,2-trifluoroethyl)-5,6-dihydroimidazo[5,1-a]isoquinoline-3-carboxylate